C(CCC\C=C\CC=CCC=CCC=CCCCCC)(=O)[O-] trans-5,8,11,14-eicosatetraenoate